FC1([C@@H]([C@H](CCC1)N1CC2CN(CC2C1)C(C)C)N)F (1R,6S)-2,2-difluoro-6-[5-(propan-2-yl)hexahydropyrrolo[3,4-c]pyrrol-2(1H)-yl]cyclohexan-1-amine